cumenyl sulfide C=1(C(=CC=CC1)SC1=C(C=CC=C1)C(C)C)C(C)C